(R)-N-((R)-((R)-1-(4-bromo-3-fluorophenyl)-2,2-difluorocyclopropyl)-(cyano)methyl)-2-methylpropane-2-sulfinamide BrC1=C(C=C(C=C1)[C@@]1(C(C1)(F)F)[C@@H](N[S@](=O)C(C)(C)C)C#N)F